C(C1=CC=CC=C1)(=O)N1C(N(C=CC1=O)C1C(N(CC1)C1=CC=C(C=C1)OCCOCC(CCO)(C)O)=O)=O 3-benzoyl-1-(1-(4-(2-(2,4-dihydroxy-2-methylbutoxy)ethoxy)phenyl)-2-oxopyrrolidin-3-yl)pyrimidine-2,4(1H,3H)-dione